C(C)(C)(C)OC(=O)N1CC2=CC=C(C=C2CC1)S(=O)(=O)N1CC2(CCC2)CC1C.C1(=CC=CC2=CC3=CC=CC=C3C=C12)OC(C=C)=O.C1(=CC=CC=C1)C(=O)CS(=O)(=O)C1CCCCC1 phenylcarbonyl-(cyclohexylsulfonyl)methane anthryl-acrylate tert-Butyl-6-((7-methyl-6-azaspiro[3.4]octan-6-yl)sulfonyl)-3,4-dihydroisoquinoline-2(1H)-carboxylate